OP(O)(=O)OP(=O)(O)OP(=O)(O)OP(=O)(O)OP(=O)(O)O.[C@@H]1([C@H](O)[C@H](O)[C@@H](CO)O1)N1C=NC=2C(O)=NC=NC12.[C@@H]1([C@H](O)[C@H](O)[C@@H](CO)O1)N1C=NC=2C(O)=NC=NC12 diinosine pentaphosphate